methylspiro[cyclopropane-1,1'-pyrrolo[2,3-c]quinolin]-2'(3'H)-one CN1C(C2(C3=C1C=NC=1C=CC=CC31)CC2)=O